C1(CC1)N1C(=NC(=C1)C(F)(F)F)C1=C(C=C(C=C1)CN)OC 1-{4-[1-cyclopropyl-4-(trifluoromethyl)imidazol-2-yl]-3-methoxyphenyl}methylamine